NC[C@@H]1[C@H]([C@H]([C@@H](C1)N1C=C(C2=C1N=C(N=C2)Cl)C=2SC=C(C2)CC2=CC=CC=C2)O)O (1S,2R,3R,5R)-3-(aminomethyl)-5-[5-(4-benzylthiophen-2-yl)-2-chloropyrrolo[2,3-d]pyrimidin-7-yl]cyclopentane-1,2-diol